2-((3-phenylprop-2-yn-1-yl)oxy)benzaldehyde C1(=CC=CC=C1)C#CCOC1=C(C=O)C=CC=C1